C(C)OC(CC=1NC=2C(=CC3=C(CCN(CC3)C(=O)OC(C)(C)C)C2)N1)=O tert-butyl 2-(2-ethoxy-2-oxoethyl)-5,6,8,9-tetrahydroimidazo[4',5':4,5]benzo[1,2-d]azepin-7(1H)-carboxylate